E-5,7-dihydroxy-8-methoxyflavone OC1=C2C(C=C(OC2=C(C(=C1)O)OC)C1=CC=CC=C1)=O